bis-(2-hydroxyethyl)-amino-L-phenylalanine OCC[C@](N(N)CCO)(CC1=CC=CC=C1)C(=O)O